ethyl 3,3-difluorocyclopent-1-ene-1-carboxylate FC1(C=C(CC1)C(=O)OCC)F